BrC1=C(CCC2=NC=3N(C(N(C(C3N2CC2CCC2)=O)CC#C)=O)CCCCP(OCC)(OCC)=O)C=CC=C1 Diethyl (4-(8-(2-bromophenethyl)-7-(cyclobutylmethyl)-2,6-dioxo-1-(prop-2-yn-1-yl)-1,2,6,7-tetrahydro-3H-purin-3-yl)butyl)phosphonate